1-(3-(5-(7-(1-methyl-1H-pyrazol-4-yl)quinazolin-5-yl)pyridin-2-yl)-3,6-diazabicyclo[3.1.1]heptan-6-yl)ethane-1-one CN1N=CC(=C1)C1=CC(=C2C=NC=NC2=C1)C=1C=CC(=NC1)N1CC2N(C(C1)C2)C(C)=O